2-(4-amino-4-{2'-ethoxy-[2,3'-bipyridin]-5-yl}piperidin-1-yl)-5-(trifluoromethyl)benzonitrile NC1(CCN(CC1)C1=C(C#N)C=C(C=C1)C(F)(F)F)C=1C=CC(=NC1)C=1C(=NC=CC1)OCC